N1C=NC2=C1C=CC(=C2)N2C(NCC2C2=CC1=C(OC(O1)(F)F)C=C2)=O 1-(1H-benzo[d]imidazol-5-yl)-5-(2,2-difluorobenzo[d][1,3]dioxol-5-yl)imidazolidin-2-one